2-METHYL-2-(METHYLAMINO)PENTANOIC ACID CC(C(=O)O)(CCC)NC